5-amino-1-(2,2-difluoropropyl)indol-2-one NC=1C=C2CC(N(C2=CC1)CC(C)(F)F)=O